ClC1=C(C=CC=C1)C=1N=C(SC1)C=1C(=NC=C(C1)N1CCN(CC1)C(CO)=O)C(=O)N (4-(2-chlorophenyl)thiazol-2-yl)-5-(4-(2-hydroxyacetyl)piperazin-1-yl)picolinamide